ClC1=CC2=C(C=N1)C(=NN2C2OCCCC2)N2CCN(CC2)C(C)=O 1-(4-(6-Chloro-1-(tetrahydro-2H-pyran-2-yl)-1H-pyrazolo[4,3-c]pyridin-3-yl)piperazin-1-yl)ethan-1-one